ClC1=CC2=C(NC(=N2)C2=CC(CC2(C)C)=O)C=C1Cl 3-(5,6-dichloro-1H-benzo[d]imidazol-2-yl)-4,4-dimethylcyclopent-2-en-1-one